7-(hexyloxy)-N-(1,2,3,4-tetrahydronaphthalen-1-yl)pyrido[3,2-d]pyrimidin-4-amine C(CCCCC)OC1=CC=2N=CN=C(C2N=C1)NC1CCCC2=CC=CC=C12